C(C1=CC=CC=C1)OC1=CC=CC(=N1)[C@@]12CCN(C[C@H]2C1)CC1=NC2=C(N1C[C@H]1OCC1)C=C(C=C2)C(=O)OC methyl 2-(((1S,6R)-6-(6-(benzyloxy)pyridin-2-yl)-3-azabicyclo[4.1.0]heptan-3-yl)methyl)-1-((S)-oxetan-2-ylmethyl)-1H-benzo[d]imidazole-6-carboxylate